1-(4-((4-((2-fluoro-4-((2-(5-methyl-1,3,4-oxadiazol-2-yl)pyridin-4-yl)oxy)phenyl)amino)-7-methoxyquinazolin-6-yl)amino)piperidin-1-yl)prop-2-en-1-one FC1=C(C=CC(=C1)OC1=CC(=NC=C1)C=1OC(=NN1)C)NC1=NC=NC2=CC(=C(C=C12)NC1CCN(CC1)C(C=C)=O)OC